(2-(2,6-dioxopiperidin-3-yl)-7-fluoro-3-oxoisoindolin-5-yl)methyl (4-(1-methylcyclopropyl)phenyl)carbamate CC1(CC1)C1=CC=C(C=C1)NC(OCC=1C=C2C(N(CC2=C(C1)F)C1C(NC(CC1)=O)=O)=O)=O